ClC=1C=C(C(=NC1)N1N=NC(=C1)C(F)(F)F)C1=CC(=NC=N1)O 6-{5-chloro-2-[4-(trifluoromethyl)-1H-1,2,3-triazol-1-yl]pyridin-3-yl}pyrimidin-4-ol